C(CCCCCCCCC)(=O)OC[C@@H](OC(CCCCCCCCC)=O)COP(=O)(O)OCC[N+](C)(C)C |r| 1,2-didecanoyl-rac-glycero-3-phosphorylcholine